tert-butyl N-(2-[[5-(7-cyano-1H-indol-3-yl)-3-methylpyrazin-2-yl]oxy]-3,3,3-trifluoropropyl)carbamate C(#N)C=1C=CC=C2C(=CNC12)C=1N=C(C(=NC1)OC(CNC(OC(C)(C)C)=O)C(F)(F)F)C